N1CC(C1)C1=NN=C(S1)C=1C(=CC(=NC1)N1C=CC=2C1=NC=C(C2)C#N)NC 1-(5-(5-(azetidin-3-yl)-1,3,4-thiadiazol-2-yl)-4-(methylamino)pyridin-2-yl)-1H-pyrrolo[2,3-b]Pyridine-5-carbonitrile